Isopropyl alcohol sodium bicarbonate C([O-])(O)=O.[Na+].C(C)(C)O